Nonadecan-10-yl ((S)-(((2R,3S,5R)-5-(6-amino-2-fluoro-9H-purin-9-yl)-2-ethynyl-3-hydroxytetrahydrofuran-2-yl) methoxy)(phenoxy)phosphoryl)-L-phenylalaninate NC1=C2N=CN(C2=NC(=N1)F)[C@H]1C[C@@H]([C@@](O1)(C#C)CO[P@](=O)(OC1=CC=CC=C1)N[C@@H](CC1=CC=CC=C1)C(=O)OC(CCCCCCCCC)CCCCCCCCC)O